[Ir+3].CC=1N(C(=NN1)C1=CC=CC=C1)C1=CC=CC=C1 (5-methyl-3,4-diphenyl-4H-1,2,4-triazole) iridium (III)